N1CC=C2N1C1=C(C=N2)C(C=C1)C(=O)N dihydro-6H-cyclopenta[e]pyrazolo[1,5-a]pyrimidine-6-carboxamide